ClC1=C(C(=O)O)C=CC(=C1)[C@H]1N(CCN(C1)CC(F)F)CC1=C2C=CNC2=C(C=C1OC)C (R)-2-chloro-4-(4-(2,2-difluoroethyl)-1-((5-methoxy-7-methyl-1H-indol-4-yl)methyl)piperazin-2-yl)benzoic acid